C(CCCCCCCCCCCC=CCCCCCC)(=O)OCCCCCCCCCCCCCCCCCCCCCCC(=O)O 23-(eicos-13-enoyloxy)-tricosanoic acid